FC1=C2C=C(NC2=CC(=C1)F)C(=O)N([C@@H](CC(C)C)C(=O)N1CC2(C[C@H]1C(=O)N)OCC1=C(NC2=O)C=CC=C1)C (5'S)-1'-(N-(4,6-difluoro-1H-indole-2-carbonyl)-N-methyl-L-leucyl)-2-oxo-1,5-dihydro-2H-spiro[benzo[e][1,4]oxazepine-3,3'-pyrrolidine]-5'-carboxamide